FC(COC(=O)N1[C@H]([C@]2(C[C@H]1C)NC(COC2)=O)CO[C@@H]2CC[C@@H](CC2)C2=CC=CC=C2)F.FC2=CC=C(C=C2)S2C=1C=CC=CC1SC1=CC=CC=C21 5-(4-fluorophenyl)thianthrene 2,2-difluoroethyl-(1R,3R,5S)-3-methyl-7-oxo-1-({[(CIS)-4-phenylcyclohexyl]oxy}methyl)-9-oxa-2,6-diazaspiro[4.5]decane-2-carboxylate